1-(tert-butyl)-3-phenylurea C(C)(C)(C)NC(=O)NC1=CC=CC=C1